tert-butyl N-{1-[1-(2,6-dioxopiperidin-3-yl)-3-methyl-2-oxo-1,3-benzodiazol-5-yl]piperidin-3-yl}-N-methylcarbamate O=C1NC(CCC1N1C(N(C2=C1C=CC(=C2)N2CC(CCC2)N(C(OC(C)(C)C)=O)C)C)=O)=O